N4'-((1s,4s)-4-aminocyclohexyl)-N6'-(1-isopropyl-1H-pyrazolo[3,4-b]pyridin-6-yl)-N5,N5-dimethyl-[2,3'-bipyridine]-4',5,6'-triamine NC1CCC(CC1)NC1=C(C=NC(=C1)NC1=CC=C2C(=N1)N(N=C2)C(C)C)C2=NC=C(C=C2)N(C)C